Cl.Cl.NC1=C(C=C(O)C(=C1)N)O 4,6-diaminoresorcinol dihydrochloride